NC1=C(C=CC=C1)/N=N/C=1C=C(C=CC1)C(C)=O (E)-1-{3-[(2-aminophenyl)diazenyl]Phenyl}ethan-1-one